ClC1=CC2=C(O[C@H](CN2C)C(=O)N[C@@H]2CC[C@H](CC2)NC(COC2=CC=C(C=C2)Cl)=O)C=C1 trans-(R)-6-chloro-N-(4-(2-(4-chlorophenoxy)acetamido)cyclohexyl)-4-methyl-3,4-dihydro-2H-benzo[b][1,4]oxazine-2-carboxamide